2,2'-(1,4-phenylene)bis(1-(2-(2-ethoxyethoxy)ethoxy)propan-2-ol) C1(=CC=C(C=C1)C(COCCOCCOCC)(C)O)C(COCCOCCOCC)(C)O